boronic acid formic acid salt C(=O)O.B(O)O